CN1N=C(C(=C1)C=1C(=NC(=NC1)C(=O)N)NC=1C(=NN(C1)C)C1=NC=CC=C1)C1=NC=CC=C1 (1-methyl-3-(pyridin-2-yl)-1H-pyrazol-4-yl)-4-((1-methyl-3-(pyridin-2-yl)-1H-pyrazol-4-yl)amino)pyrimidine-2-carboxamide